N-{3-[3-cyclopropyl-5-(2-fluoro-4-iodobenzyl)-6,8-dimethyl-2,4,7-trioxo-3,4,6,7-tetrahydropyrido[4,3-d]pyrimidin-1(2H)-yl]phenyl}acetamide C1(CC1)N1C(N(C=2C(C1=O)=C(N(C(C2C)=O)C)CC2=C(C=C(C=C2)I)F)C=2C=C(C=CC2)NC(C)=O)=O